2-(4-(3-isopropyl-2-(2-methoxyquinolin-4-yl)-1H-indol-5-yl)piperidin-1-yl)-N,N-dimethylacetamide C(C)(C)C1=C(NC2=CC=C(C=C12)C1CCN(CC1)CC(=O)N(C)C)C1=CC(=NC2=CC=CC=C12)OC